C(C1=CC=CC=C1)OC1=C(C=CC(=C1[N+](=O)[O-])F)C(C)=O 1-(2-(benzyloxy)-4-fluoro-3-nitrophenyl)ethan-1-one